5-(methoxycarbonyl)-4,5,6,7-tetrahydropyrazolo[1,5-a]pyridine-2-carboxylic acid COC(=O)C1CC=2N(CC1)N=C(C2)C(=O)O